C(=O)(O)C1=C(OC2=CC(OC(=C2)C(=O)O)=O)C=CC=C1O 4-(2'-carboxy-3'-hydroxyphenoxy)-2-oxo-2H-pyran-6-carboxylic acid